(1S,3R,5S)-N-((R)-cyclopropyl(2,5-difluoro-4-(trifluoromethyl)phenyl)methyl)-2-((5-(methylsulfonyl)-3-pyridinyl)carbonyl)-2-azabicyclo[3.1.0]hexane-3-carboxamide C1(CC1)[C@@H](NC(=O)[C@@H]1N([C@H]2C[C@H]2C1)C(=O)C=1C=NC=C(C1)S(=O)(=O)C)C1=C(C=C(C(=C1)F)C(F)(F)F)F